1-((1-((2-(3,5-dichlorophenyl)-6-((6-(4-(2-(methylsulfonyl)ethyl)piperazin-1-yl)pyridin-3-yl)oxy)pyridin-4-yl)methyl)piperidin-4-yl)methyl)-3-methylurea ClC=1C=C(C=C(C1)Cl)C1=NC(=CC(=C1)CN1CCC(CC1)CNC(=O)NC)OC=1C=NC(=CC1)N1CCN(CC1)CCS(=O)(=O)C